N-(tert-butoxycarbonyl)-L-alaninamide C(C)(C)(C)OC(=O)NC([C@@H](N)C)=O